OC[C@H]1N(C[C@@H]([C@H]([C@@H]1O)O)O)CC1=CC=C(C=C1)CNC1=CC(=CC(=C1)C=1N=NC=CC1)S(=O)(=O)C (2R,3R,4R,5S)-2-(hydroxymethyl)-1-{[4-({[3-methanesulfonyl-5-(pyridazin-3-yl)phenyl]amino}methyl)phenyl]methyl}piperidine-3,4,5-triol